2-(4-((4-(3-(4-(trifluoromethyl)phenyl)morpholino)-7H-pyrrolo[2,3-d]pyrimidin-7-yl)methyl)piperidin-1-yl)acetamide FC(C1=CC=C(C=C1)C1COCCN1C=1C2=C(N=CN1)N(C=C2)CC2CCN(CC2)CC(=O)N)(F)F